1,3-dichloro-1,1,2-trifluoropropane ClC(C(CCl)F)(F)F